C(C=C)(=O)OCCCCCCCCCCC[Si](OCCCCCC)(OCCCCCC)C acryloxyundecylmethyldihexoxysilane